1-(3-(1-(8-amino-1-methylimidazo[1,5-a]pyrazin-3-yl)ethyl)-5-chloro-6-fluoro-2-isopropoxybenzoylamino)cyclopropane-1-carboxylic acid NC=1C=2N(C=CN1)C(=NC2C)C(C)C=2C(=C(C(=O)NC1(CC1)C(=O)O)C(=C(C2)Cl)F)OC(C)C